(7α,17β)-7-(9-bromononyl)estra-1,3,5(10)-triene-3,17-diol BrCCCCCCCCC[C@H]1[C@H]2[C@@H]3CC[C@@H]([C@@]3(C)CC[C@@H]2C=2C=CC(=CC2C1)O)O